ClC=1C(=C(C(=O)NS(=O)(=O)C2=CC=C(C)C=C2)C(=CC1)Cl)OC 3,6-dichloro-2-methoxy-N-tosylbenzamide